C(C)OC(CCCCCC1C(C1)CCCCCCCCC(CCCCCCCC)CN(C)C)=O ethyl-6-(2-{9-[(dimethylamino)methyl]heptadecyl}cyclopropyl)hexanoate